hydroxy-hexyl-benzotriazole OC1=C(C2=C(NN=N2)C=C1)CCCCCC